3-butyl-1-vinylimidazole C(CCC)N1CN(C=C1)C=C